C12C(CC(C=C1)C2)COCCCCCCCCOCC2C1C=CC(C2)C1 1,8-bis(bicyclo[2.2.1]hept-5-en-2-ylmethoxy)octane